C(C)(C)(C)[C@@H]1NC[C@H]2[C@@H]1CN(C2)S(=O)(=O)C=2C(=NC(=NC2)C(F)(F)F)C |&1:4| Rac-tert-butyl-(3aR,6aR)-5-((4-methyl-2-(trifluoromethyl)pyrimidin-5-yl)sulfonyl)hexahydropyrrolo[3,4-c]pyrrole